C1(CC2C(CC1)O2)CC[Si](OC)(OC)CCC2CC1C(CC2)O1 bis(beta-(3,4-epoxycyclohexyl)ethyl)dimethoxysilane